ethyl-5,6-dihydroxyindoline-2-carboxylic acid C(C)N1C(CC2=CC(=C(C=C12)O)O)C(=O)O